COC1=C(C(=CC(=C1OC)OC)C(NCCCN1CCOCC1)=O)NC(C1=CN=CC=C1)=O N-(2,3,4-trimethoxy-6-((3-morpholinopropyl)carbamoyl)phenyl)nicotinamide